FC1=C(COC2=CC=C3CCNCC3=C2)C=CC=C1 7-((2-Fluorobenzyl)oxy)-1,2,3,4-tetrahydroisoquinoline